O[C@H](C(=O)[O-])CO (S)-2,3-dihydroxypropionate